7-methoxy-3-phenyl-3,4-dihydro-2h-benzo[e][1,2,4]thiadiazine-1,1-dioxide COC1=CC2=C(NC(NS2(=O)=O)C2=CC=CC=C2)C=C1